2-(hydroxymethyl)azetidine-1-carboxylate OCC1N(CC1)C(=O)[O-]